NC1=NC2=CC=CC=C2C(=C1CCCCC)C1=CC(=C(C(=C1)C)O)C 2-Amino-4-(4-hydroxy-3,5-dimethylphenyl)-3-pentanylquinoline